ClC=1C(=NC=C(C1)Cl)N1CC=2C(CC1)=NN(C2C2=CC(=C(C=C2F)NC(=O)N)F)C2=C(C=CC=C2C)OCC(C)C 1-(4-(5-(3,5-dichloropyridin-2-yl)-2-(2-isobutoxy-6-methylphenyl)-4,5,6,7-tetrahydro-2H-pyrazolo[4,3-c]pyridin-3-yl)-2,5-difluorophenyl)urea